3-(3-fluoro-4-methoxy-phenyl)-4-[4-[(3S)-1-(3-fluoropropyl)pyrrolidin-3-yl]oxyphenyl]-2H-thiochromen-7-ol FC=1C=C(C=CC1OC)C=1CSC2=CC(=CC=C2C1C1=CC=C(C=C1)O[C@@H]1CN(CC1)CCCF)O